COC1=CC(=CC(=C1O)OC)C2=C(C=C3C(=CC(=O)C=C3O2)O)O[C@H]4[C@@H]([C@H]([C@@H]([C@H](O4)CO)O)O)O The molecule is an oxonium betaine obtained by deprotonation of the hydroxy group at the 5 position of malvidin 3-O-beta-D-glucoside. It is the major microspecies at pH 7.3. It is a conjugate base of a malvidin 3-O-beta-D-glucoside.